[Br-].C(CCCCCCC)[PH+](CCCCCCCC)CCCCCCCC Trioctylphosphonium Bromide